C(#N)C1=CC=C(N[C@H]2CN(CCC2)C(=O)OC(C)(C)C)C=C1 tert-butyl (3R)-3-(4-cyanoanilino)piperidine-1-carboxylate